ethyl 2-[2-[2-[2-(2-tert-butoxy-2-oxo-ethoxy) ethoxy]ethoxy]ethoxy]acetate C(C)(C)(C)OC(COCCOCCOCCOCC(=O)OCC)=O